FC1=CC2=C(N=CS2)C=C1NC1=C2C(=NC=C1)SC(=C2)C2C(N(CC2)CCO)C 2-(3-(4-((6-fluorobenzo[d]thiazol-5-yl)amino)thieno[2,3-b]pyridin-2-yl)-2-methyl-pyrrolidin-1-yl)ethan-1-ol